ClC1=C(C=CC=C1)N1N=C(C2=C1SC(=C2)C(=O)NC2CC(C2)N2CCOCC2)C (2-chlorophenyl)-3-methyl-N-((1r,3r)-3-morpholinocyclobutyl)-1H-thieno[2,3-c]pyrazole-5-carboxamide